6-(2-Hydroxybenzyl)-2,4-dimethyl-4,6-dihydro-5H-thiazolo[5',4':4,5]pyrrolo[2,3-d]pyridazin-5-one OC1=C(CN2N=CC3=C(C2=O)N(C2=C3SC(=N2)C)C)C=CC=C1